NC(CC1=CC=C(C=C1)C1=CC(=CC(=C1)N1N=NC(=C1)C1=CC=C(C=C1)C(F)(F)F)C(=O)O)=O 4'-(2-Amino-2-oxoethyl)-5-(4-(4-(trifluoromethyl)phenyl)-1H-1,2,3-triazol-1-yl)-[1,1'-biphenyl]-3-carboxylic acid